C1(=CC=CC2=CC=CC=C12)CC(=O)O Alpha-NaphthaleneAcetic Acid